lauroyl-glutamic acid monoethanolamine salt C(O)CN.C(CCCCCCCCCCC)(=O)N[C@@H](CCC(=O)O)C(=O)O